C[C@H]1O[C@H](CN(C1)C1=C2C=CC=NC2=C(C=C1)C(F)(F)F)C(=O)NC1C2COCC1CNC2 (2R,6R)-6-methyl-N-(3-oxa-7-azabicyclo[3.3.1]nonan-9-yl)-4-[8-(trifluoromethyl)-5-quinolinyl]morpholine-2-carboxamide